[8-fluoro-6-[[2-oxo-3-(3-oxo-4H-pyrazino[2,3-b][1,4]oxazin-6-yl)-1-oxa-3,8-diazaspiro[4.5]decan-8-yl]methyl]-1,5,6,7-tetrahydrocyclopenta[f]benzimidazol-2-yl]methyl-propanamide FC1=C2C(=CC3=C1NC(=N3)CC(C(=O)N)C)CC(C2)CN2CCC3(CN(C(O3)=O)C3=NC1=C(OCC(N1)=O)N=C3)CC2